FC(C1=CC(=NN1C)C1=NC(=NO1)C1(CC1)C1=C(C=CC(=C1)C(F)(F)F)C)F 5-(5-(difluoromethyl)-1-methyl-1H-pyrazol-3-yl)-3-(1-(2-methyl-5-(trifluoromethyl)phenyl)cyclopropyl)-1,2,4-oxadiazole